FC=1C(=CC=C(C(=O)O)C1)C(F)(F)F 5-fluoro-4-(trifluoromethyl)-benzoic acid